ethyl 2-(5-bromofuro[2,3-c]pyridin-3-yl)acetate BrC=1C=C2C(=CN1)OC=C2CC(=O)OCC